1-(4-Bromophenyl)-3-(3-hydroxyphenyl)prop-2-en-1-one BrC1=CC=C(C=C1)C(C=CC1=CC(=CC=C1)O)=O